4-[2-[(8-fluoro-2-methyl-imidazo[1,2-a]pyridin-6-yl)carbamoyl]thiazolo[5,4-b]pyridin-5-yl]-2,6-dimethyl-3,6-dihydro-2H-pyridine-1-carboxylic acid tert-butyl ester C(C)(C)(C)OC(=O)N1C(CC(=CC1C)C1=CC=C2C(=N1)SC(=N2)C(NC=2C=C(C=1N(C2)C=C(N1)C)F)=O)C